(±)-cis-N,N-dibenzyl-4-fluorotetrahydrofuran-3-amine C(C1=CC=CC=C1)N([C@@H]1COC[C@@H]1F)CC1=CC=CC=C1 |r|